4-((7Z)-deca-1,7-dien-1-yl)-2-ethoxyphenol C(=CCCCC\C=C/CC)C1=CC(=C(C=C1)O)OCC